C(C1=CC=CC=C1)OC=1C=C(C=C(C1N1CC(NS1)=O)F)C1=CC(=CC=C1)OC 5-[3-(benzyloxy)-5-fluoro-3'-methoxybiphenyl-4-yl]-1,2,5-thiadiazolidin-3-one